C(C1=CC=CC=C1)OCCCCCOC=1C=CC=2N(C1)C(NN2)=O 6-(5-(benzyloxy)pentyloxy)-[1,2,4]triazolo[4,3-a]pyridin-3(2H)-one